F[C@@H]1[C@@H](CNCC1)NC1=C2C=C(N(C2=CC=C1)CC(F)(F)F)C1=NOC(=N1)CNC(=O)C1=CN(C=C1)[C@H]1[C@@H](CCC1)OC N-[[3-[4-[[(3R,4S)-4-fluoro-3-piperidyl]amino]-1-(2,2,2-trifluoroethyl)indol-2-yl]-1,2,4-oxadiazol-5-yl]methyl]-1-[(1R,2R)-2-methoxycyclopentyl]pyrrole-3-carboxamide